palladium(II) bis(dibenzylideneacetone) C(C1=CC=CC=C1)=CC(=O)C=CC1=CC=CC=C1.C(C1=CC=CC=C1)=CC(=O)C=CC1=CC=CC=C1.[Pd+2]